ClC=1C(=NN2C1C(NC(=C2)C2=CC(=C(C=C2)C)Cl)=O)C(=O)OCC ethyl 3-chloro-6-(3-chloro-4-methylphenyl)-4-oxo-4,5-dihydropyrazolo[1,5-a]pyrazine-2-carboxylate